2,4,4-trimethyl-pentylphosphine oxide CC(C[PH2]=O)CC(C)(C)C